O=C1NC(CCC1C1=CC(=C(C=C1)N1CCN(CC1)CC1CCC(CC1)NC(OC(C)(C)C)=O)OC)=O Tert-butyl N-[4-[[4-[4-(2,6-dioxo-3-piperidyl)-2-methoxy-phenyl]piperazin-1-yl]methyl] cyclohexyl]carbamate